ClN(C1=CC=CC=C1)CCC chloro-N-propylaniline